FC1=CC2=C(NC(=N2)C2=NNC=C2N)C=C1 3-(5-fluoro-1H-benzo[d]imidazol-2-yl)-1H-pyrazol-4-amine